CC(C)(C1=NC=CC=C1)N1SC2=C(C1=O)C=C(C=C2)[N+](=O)[O-] 2-[1-methyl-1-(2-pyridinyl)ethyl]-5-nitro-1,2-benzothiazol-3(2H)-one